2,6-ditert-butylaniline C(C)(C)(C)C1=C(N)C(=CC=C1)C(C)(C)C